[N+](=O)([O-])C=1C=C(COC(=O)[C@H]2[C@@H](CC2)N)C=C(C1)[N+](=O)[O-] trans-2-Aminocyclobutane-1-carboxylic acid 3,5-dinitrobenzyl ester